4-methoxybenzyl (S)-1-(2-((tert-butoxycarbonyl) amino)-6-methylphenyl)-1H-indole-2-carboxylate C(C)(C)(C)OC(=O)NC1=C(C(=CC=C1)C)N1C(=CC2=CC=CC=C12)C(=O)OCC1=CC=C(C=C1)OC